O[C@@H]([C@H](C1=CC=CC=C1)N1C(=NC2=C1C=CC=C2)C(=O)N)C2=CC=CC=C2 ((1S,2R)-2-hydroxy-1,2-diphenylethyl)-1H-benzo[d]imidazole-2-carboxamide